N1=C(N=CC=C1)NC[C@H]1NC([C@H](SCC1)C1=CC(=CC=C1)OC1=CC=C(C=C1)C(F)(F)F)=O (2R,5S)-5-[(pyrimidin-2-ylamino)methyl]-2-[3-[4-(trifluoromethyl)phenoxy]phenyl]-1,4-thiazepan-3-one